CC1=C(C(=CC=C1)C)C1=NC(=NC(=C1)OCC(CCC(C)(C)F)NCC1=NC(=CN=C1)N1[C@@H](CCCC1)C)NS(=O)(=O)C=1C=C(C(=O)O)C=CC1 3-[[4-(2,6-Dimethylphenyl)-6-[5-fluoro-5-methyl-2-[[6-[(2R)-2-methyl-1-piperidyl]pyrazin-2-yl]methylamino]hexoxy]pyrimidin-2-yl]sulfamoyl]benzoic acid